ClC1=C(C(=CC(=C1)Cl)F)NC=1N(C2=NC(=NC=C2N1)N[C@H]1C[C@H](CCC1)O)C1CCC(CC1)(C(=O)N)C (1S,4s)-4-(8-(2,4-dichloro-6-fluorophenylamino)-2-((1R,3S)-3-hydroxycyclohexylamino)-9H-purin-9-yl)-1-methylcyclohexanecarboxamide